O.S(=O)(=O)([O-])[O-].[Cu+2] copper sulfate, monohydrate